N-(5-(4-((3-chloro-4-fluorophenyl)amino)quinazolin-6-yl)pyridin-3-yl)-2-morpholinoethane-1-sulfonamide ClC=1C=C(C=CC1F)NC1=NC=NC2=CC=C(C=C12)C=1C=C(C=NC1)NS(=O)(=O)CCN1CCOCC1